C(C)C(C(=O)OCC(CC(C(=O)OCC(COC(C(CCCC)(CC)CC)=O)(C)C)(CCCC)CC)(C)C)CCCC neopentyl glycol diethylhexanoate ([3-(2-ethylhexanoyloxy)-2,2-dimethylpropyl]2-ethylhexanoate)